C(#N)CC(=O)N[C@H](C)C1=CC(=CC=C1)F (R)-2-cyano-N-(1-(3-fluorophenyl)ethyl)acetamide